12-β-D-glucopyranosyl-12,13-dihydro-2,10-dihydroxy-6-[[2-hydroxy-1-(hydroxymethyl)ethyl]amino]-5H-indolo[2,3-a]pyrrolo[3,4-c]carbazole [C@@H]1([C@H](O)[C@@H](O)[C@H](O)[C@H](O1)CO)N1C2=CC(=CC=C2C=2C3=C(C4=C(C12)NC=1C=C(C=CC14)O)CN(C3)NC(CO)CO)O